C(#C)C=1C=CC=C2C=C(C=C(C12)C1=C(C=C2C(=NC(=NC2=C1F)OCC12CCCN2CCC1)N1C[C@@H](N(CC1)C(C(=C)F)=O)CC#N)F)O 2-((2S)-4-(7-(8-ethynyl-3-hydroxynaphthalen-1-yl)-6,8-difluoro-2-((tetrahydro-1H-pyrrolizin-7a(5H)-yl)methoxy)quinazolin-4-yl)-1-(2-fluoroacryloyl)piperazin-2-yl)acetonitrile